5-(((1R,3s,5S)-6,6-difluorobicyclo[3.1.0]hexane-3-yl)amino)-N-methyl-6-(1-methyl-1H-imidazole-4-yl)pyrazine-2-sulfonamide FC1([C@H]2CC(C[C@@H]12)NC=1N=CC(=NC1C=1N=CN(C1)C)S(=O)(=O)NC)F